1,5,7-trimethyl-3-{1-[1-(2,2,2-trifluoroethyl)-1H-pyrazol-3-yl]-3-azabicyclo[3.1.0]hexane-3-carbonyl}-1,5-dihydro-4H-pyrrolo[3,2-c]pyridin-4-one CN1C=C(C=2C(N(C=C(C21)C)C)=O)C(=O)N2CC1(CC1C2)C2=NN(C=C2)CC(F)(F)F